ethyltrimethylammonium methyl-sulfate COS(=O)(=O)[O-].C(C)[N+](C)(C)C